C(C(C)(C)C)(=O)OC=1C(=CC2=C(OCCC(=C2C2=CC=C(C=C2)O[C@@H]2CN(CC2)CCCF)Br)C1)F (S)-4-bromo-7-fluoro-5-(4-((1-(3-fluoropropyl) pyrrolidin-3-yl) oxy) phenyl)-2,3-dihydrobenzo[b]oxepin-8-yl pivalate